O=C1NC(CC[C@H]1N1C(C2=CC=C(C=C2C1=O)OC1CC(C1)N(CC)CC1CCN(CC1)C1=CC=C(C(=O)O)C=C1)=O)=O 4-(4-((((1r,3r)-3-((2-(2,6-dioxopiperidin-3-yl)-1,3-dioxoisoindolin-5-yl)oxy)cyclobutyl)(ethyl)amino)methyl)piperidin-1-yl)benzoic acid